FC(C(=O)O)(F)F.N[C@@H]1CC=CC[C@H]1C1=C(C2=NC(=CC(=C2S1)NCC=1SC=CC1)Cl)C=C=C 2-((1R,6R)-6-aminocyclohex-3-en-1-yl)-5-chloro-3-(propa-1,2-dien-1-yl)-N-(thiophen-2-ylmethyl)thieno[3,2-b]pyridin-7-amine trifluoroacetate